Cl.NC1=CC(=NC(=C1)NC1=CC(=CC=C1)F)C(=O)NC1CC2=CC=C(C=C2C1)C#N 4-Amino-N-(5-cyano-2,3-dihydro-1H-inden-2-yl)-6-((3-fluorophenyl)amino)picolinamide hydrochloride